5-amino-3-(4-((tert-butyldimethylsilyl)oxy)butyl)-1,3,4-thiadiazol-2(3H)-one NC1=NN(C(S1)=O)CCCCO[Si](C)(C)C(C)(C)C